C(C=CCCCCCCC)=O dec-2-enal